1-(5-butylnonyl) 17-nonyl 9-oxoheptadecanedioate O=C(CCCCCCCC(=O)OCCCCC(CCCC)CCCC)CCCCCCCC(=O)OCCCCCCCCC